rel-(S)-1-(3-(4-amino-7-ethyl-5-(4-(pyrimidin-2-yloxy)phenyl)-7H-pyrrolo[2,3-d]pyrimidin-6-yl)pyrrolidin-1-yl)prop-2-en-1-one NC=1C2=C(N=CN1)N(C(=C2C2=CC=C(C=C2)OC2=NC=CC=N2)[C@@H]2CN(CC2)C(C=C)=O)CC |o1:23|